CC1(C(=O)[O-])C(C(=O)[O-])(C=C(C=C1)OCCN1C(C(=CC2=CC(=CC=C12)NC1=NC(=NC=C1Cl)Cl)OCC(NC)=O)=O)C 1,2-dimethyl-4-(2-[6-[(2,5-dichloropyrimidin-4-yl)amino]-3-[(methylcarbamoyl)methoxy]-2-oxoquinolin-1-yl]ethoxy)phthalate